3-(benzo[d]thiazol-7-yl)-N-(4-(3-((tert-butyldimethylsilyl)oxy)azetidine-1-carbonyl)-3-chlorophenyl)-4-cyclopropylisothiazole-5-carboxamide S1C=NC2=C1C(=CC=C2)C2=NSC(=C2C2CC2)C(=O)NC2=CC(=C(C=C2)C(=O)N2CC(C2)O[Si](C)(C)C(C)(C)C)Cl